22,23,29-Trifluoro-6,10,10,12-tetramethyl-6-phenyl-25-oxa-3,12,20,31-tetrazapentacyclo[24.3.1.12,5.016,24.017,21]hentriaconta-1(30),2,4,16,18,21,23,26,28-nonaen-13-one FC1=C2NC=CC2=C2CCC(N(CC(CCCC(C3=CN=C(C=4C(=CC=C(OC2=C1F)C4)F)N3)(C3=CC=CC=C3)C)(C)C)C)=O